BrC=1C2=C(C=NC1OC)C(=C(N2)C2CC2)C#N 7-bromo-2-cyclopropyl-6-methoxy-1H-pyrrolo[3,2-c]pyridine-3-carbonitrile